[N-](S(=O)(=O)C(F)(F)F)S(=O)(=O)C(F)(F)F.[Li+].FC(S(=O)(=O)[O-])(F)F.C(C)[NH+]1CCCCC1 1-ethylpiperidinium trifluoromethanesulfonate Lithium bis(trifluoromethanesulfonyl)imide